(S)-2-(4-Fluorophenyl)-2-((4-methoxyphenyl)amino)-1-(p-tolyl)ethan-1-one FC1=CC=C(C=C1)[C@@H](C(=O)C1=CC=C(C=C1)C)NC1=CC=C(C=C1)OC